N[C@@H]1C[C@H](N(C1)C)COC=1N=C(C2=C(N1)C(=C(N=C2)C2=CC=CC1=CC=CC(=C21)Cl)F)N2C[C@H]1CC[C@@H](C2)N1C(=O)OC(C)(C)C tert-butyl (1R,5S)-3-(2-(((2S,4R)-4-amino-1-methylpyrrolidin-2-yl)methoxy)-7-(8-chloronaphthalen-1-yl)-8-fluoropyrido[4,3-d]pyrimidin-4-yl)-3,8-diazabicyclo[3.2.1]octane-8-carboxylate